P(=O)(O)(O)OC[C@@H]1[C@H]([C@H]([C@@H](O1)N1C(=O)NC(=O)C=C1C(=O)O)O)O orotidine monophosphate